(2S,5R)-2-(N-((R)-1-methylpiperidine-3-carbonyl) carbamimidoyl)-7-oxo-1,6-diazabicyclo[3.2.1]octan-6-yl hydrogen sulfate S(=O)(=O)(ON1[C@@H]2CC[C@H](N(C1=O)C2)C(NC(=O)[C@H]2CN(CCC2)C)=N)O